C(C)(=O)N1[C@H]([C@@H]([C@H](C2=CC(=C(C=C12)F)C(=O)OC)NC1=NC=CC(=N1)C)C)C1CC1 (2S,3R,4R)-Methyl 1-acetyl-2-cyclopropyl-7-fluoro-3-methyl-4-((4-methylpyrimidin-2-yl)amino)-1,2,3,4-tetrahydroquinoline-6-carboxylate